(7R,14R)-1-(difluoromethoxy)-11-(4-(dimethylphosphoryl)-2-fluoro-3-methylphenyl)-6-(methyl-d3)-6,7-dihydro-7,14-methanobenzo[f]benzo[4,5]imidazo[1,2-a][1,4]diazocin-5(14H)-one FC(OC1=CC=CC=2C(N([C@H]3C=4N([C@@H](C21)C3)C3=C(N4)C=CC(=C3)C3=C(C(=C(C=C3)P(=O)(C)C)C)F)C([2H])([2H])[2H])=O)F